N,3-dimethoxy-N-methyl-1,2-oxazole-5-carboxamide CON(C(=O)C1=CC(=NO1)OC)C